4-[(2R)-3-(3,4-dihydro-1H-isoquinolin-2-yl)-2-hydroxy-propyl]-2,2-dimethyl-8-(2-oxa-7-azaspiro[3.4]oct-7-ylmethyl)-3H-1,4-benzoxazepin-5-one C1N(CCC2=CC=CC=C12)C[C@H](CN1CC(OC2=C(C1=O)C=CC(=C2)CN2CCC1(COC1)C2)(C)C)O